OC1(CN(CC1)CN1C(NC(C=C1)=O)=O)C ((3-hydroxy-3-methylpyrrolidin-1-yl)methyl)pyrimidine-2,4(1H,3H)-dione